6-(o-tolyl)-3H-imidazo[4,5-b]pyridin-2-one C1(=C(C=CC=C1)C=1C=C2C(=NC1)NC(N2)=O)C